dimethylmethaniminium tetrafluoroborate F[B-](F)(F)F.CC(=[NH2+])C